1,1,1,3,3,3-hexafluoropropan-2-yl (2R)-2-methyl-4-[[4-(morpholin-4-yl)-2-(trifluoromethyl)phenyl]methyl]piperazine-1-carboxylate C[C@H]1N(CCN(C1)CC1=C(C=C(C=C1)N1CCOCC1)C(F)(F)F)C(=O)OC(C(F)(F)F)C(F)(F)F